FC(CC/C=C/C1=CN=CC(=N1)N1CCC(CC1)C(=O)OCC)(F)F Ethyl (E)-1-(6-(5,5,5-trifluoropent-1-en-1-yl)pyrazin-2-yl)piperidine-4-carboxylate